C[C@H]1[C@H]([C@H]([C@@H](C(O1)O[C@H]2[C@@H]([C@H](OC([C@@H]2NC(=O)C)OC[C@H]([C@@H]([C@@H]([C@H](CO)NC(=O)C)OC3[C@@H]([C@H]([C@@H]([C@H](O3)CO)OC4[C@@H]([C@H]([C@H]([C@H](O4)CO)O)O)NC(=O)C)OC5[C@H]([C@@H]([C@@H]([C@@H](O5)C)O)O)O)NC(=O)C)O)O)CO)OC6[C@@H]([C@H]([C@H]([C@H](O6)CO)O)O)NC(=O)C)O)O)O The molecule is an oligosaccharide derivative consisting of -D-GalNAc-ol at the reducing end with two[D-GalNAc-(1->4)-[L-Fuc-(1->3)]-D-GlcNAc] moieties attached via (1->3)- and (1->6)-linkages. It has a role as a carbohydrate allergen.